7-morpholino-5-(3-(m-tolyl)-1H-pyrazol-1-yl)-2-(trimethylsilyl)furo[3,2-b]pyridine O1CCN(CC1)C1=C2C(=NC(=C1)N1N=C(C=C1)C=1C=C(C=CC1)C)C=C(O2)[Si](C)(C)C